FC(C=1C=C(C=C(C1)C(F)(F)F)C1=NN(C=N1)\C=C/C(=O)NN1C(C(=C(C1=O)C)C)=O)(F)F (Z)-3-(3-(3,5-bis(trifluoromethyl)phenyl)-1H-1,2,4-triazol-1-yl)-N-(3,4-dimethyl-2,5-dioxo-2,5-dihydro-1H-pyrrol-1-yl)acrylamide